NCC(O)(C1CC1)C1=NC(=CC(=C1)C(C)(C)O)C1=CC=C(C=C1)F 2-(2-(2-amino-1-cyclopropyl-1-hydroxyethyl)-6-(4-fluorophenyl)pyridin-4-yl)propan-2-ol